2-chloro-3-(methoxymethoxy)-8-((triisopropylsilyl)ethynyl)naphthalen-1-ol ClC1=C(C2=C(C=CC=C2C=C1OCOC)C#C[Si](C(C)C)(C(C)C)C(C)C)O